N-(3-chloro-4-fluorophenyl)-N-methyl-2-(4-methyl-6-(trifluoro-methyl)pyrimidin-2-yl)-5-oxopyrazolidine-3-carboxamide ClC=1C=C(C=CC1F)N(C(=O)C1N(NC(C1)=O)C1=NC(=CC(=N1)C)C(F)(F)F)C